(4-hydroxy-6-quinolinyl)methanone OC1=CC=NC2=CC=C(C=C12)C=O